N1,N1'-(butane-1,4-diyl)bis(N1,N3,N3-trimethylpropane-1,3-diamine) C(CCCN(CCCN(C)C)C)N(CCCN(C)C)C